(methylene)bisacrylamide C(C=CC(=O)N)C=CC(=O)N